FC(OC=1C=C(C=C2NC(C(=NC12)C=O)=O)CN1CCN(CC1)C=1C=CC(=NC1F)C(=O)NC)F 5-(4-((8-(difluoromethoxy)-2-formyl-3-oxo-3,4-dihydroquinoxalin-6-yl)methyl)piperazin-1-yl)-6-fluoro-N-methylpyridine-2-carboxamide